3,4-dihydroxyphenethylamine hydrochloride Cl.OC=1C=C(CCN)C=CC1O